N1C(=CC2=CC=CC=C12)CC#CO indolylpropynol